FC1=CC=C(C=C1)C(O)(C=1NC2=CC=CC=C2C1C1=CC=CC=C1)C1=C(C=CC=C1)OC (4-fluorophenyl)(2-methoxyphenyl)(3-phenyl-1H-indol-2-yl)methanol